N-[3-fluoro-5-(2-methyl-1-oxoisoquinolin-4-yl)phenyl]methanesulfonamide FC=1C=C(C=C(C1)C1=CN(C(C2=CC=CC=C12)=O)C)NS(=O)(=O)C